FC=1C=C(CC=2N(C=3C(=C4CC[C@@H](N(C4=CC3)C(=O)OC)C)N2)C2CCCCC2)C=CC1OC (1R,3R)-3-((S)-2-(3-Fluoro-4-methoxybenzyl)-6-(methoxycarbonyl)-7-methyl-6,7,8,9-tetrahydro-3H-imidazo[4,5-f]chinolin-3-yl)cyclohexan